2-bromo-6-chloro-3-(trifluoromethyl)aniline BrC1=C(N)C(=CC=C1C(F)(F)F)Cl